OC=1C=C(C[C@H](N)C(=O)O)C=CC1 3-hydroxy-phenylalanine